ClC1=CC=C(C=C1)C1=CC=C(C=C1)Cl dichloro-biphenyl